6-(3-Isopropyl-5-((1-(oxetan-3-yl)piperidin-4-yl)oxy)-1H-indol-2-yl)-7,8-dimethyl-[1,2,4]triazolo[4,3-a]pyridin C(C)(C)C1=C(NC2=CC=C(C=C12)OC1CCN(CC1)C1COC1)C=1C(=C(C=2N(C1)C=NN2)C)C